FC=1C=C2C=NC(=NC2=C(C1)C1=C(C=CC=C1)OC)NC1=CC(=NN1C(C)C)C1CCNCC1 6-fluoro-8-(2-methoxyphenyl)-N-[3-(piperidin-4-yl)-1-isopropyl-1H-pyrazol-5-yl]quinazolin-2-amine